C[C@@H]1N([C@@H](C[C@]2(C1)OCCC1=CC(=CC=C12)C(F)(F)F)C=1N=NN(C1)C)C(C)=O ((1S,2'S,6'S)-2'-methyl-6'-(1-methyl-1H-1,2,3-triazol-4-yl)-6-(trifluoromethyl)spiro[isochromane-1,4'-piperidin]-1'-yl)ethan-1-one